[N+](=O)([O-])C=1C=CC=C(C(=O)O)C1 5-nitrobenzoic acid